2-((3-(3-chlorophenyl)-1,2,4-oxadiazol-5-yl)methyl)-6-(p-tolyl)pyridazin-3(2H)-one ClC=1C=C(C=CC1)C1=NOC(=N1)CN1N=C(C=CC1=O)C1=CC=C(C=C1)C